2-amino-3-benzyl-oxypropionic acid NC(C(=O)O)COCC1=CC=CC=C1